N-(1-amino-3-bicyclo[1.1.1]pentanyl)-2-(4-chlorophenoxy)acetamide TFA salt OC(=O)C(F)(F)F.NC12CC(C1)(C2)NC(COC2=CC=C(C=C2)Cl)=O